6,8-difluoro-2-(((2R,7aS)-2-fluorotetrahydro-1H-pyrrolizin-7a(5H)-yl)methoxy)-7-(6-methyl-5-(trifluoromethyl)-1H-indazol-4-yl)quinazolin-4-ol FC=1C=C2C(=NC(=NC2=C(C1C1=C2C=NNC2=CC(=C1C(F)(F)F)C)F)OC[C@]12CCCN2C[C@@H](C1)F)O